O=C1C2=C(C=NN1)N(C(=C2)C(F)(F)F)CCC(=O)O 4-oxo-2-(trifluoromethyl)-4,5-dihydro-1H-pyrrolo[2,3-d]pyridazine-1-propanoic acid